2-(4-bromophenyl)-5-bromovaleronitrile BrC1=CC=C(C=C1)C(C#N)CCCBr